2-(Difluoromethyl)-6-(4,4-difluoropiperidin-1-yl)-4-(1-(2-fluoro-4-nitrophenyl)-1H-pyrazole-4-yl)pyridine FC(C1=NC(=CC(=C1)C=1C=NN(C1)C1=C(C=C(C=C1)[N+](=O)[O-])F)N1CCC(CC1)(F)F)F